(3,5-dimethylbenzofuran-2-yl)(phenyl)methanone CC1=C(OC2=C1C=C(C=C2)C)C(=O)C2=CC=CC=C2